FC1=CC=CC=2C=3N(C(=NC12)N)C=C(N3)CN3N=NC(=C3)CCN3CCN(CC3)C3=CC=C(C=C3)OC 7-fluoro-2-((4-(2-(4-(4-methoxyphenyl)piperazin-1-yl)ethyl)-1H-1,2,3-triazol-1-yl)methyl)imidazo[1,2-c]quinazolin-5-amine